BrC[C@@H](COC1=C(C(=C(C=C1)C1CCC(CC1)CCCCC)F)F)C 1-[(2R)-3-bromo-2-methyl-propoxy]-2,3-difluoro-4-(4-pentylcyclohexyl)benzene